6-Chloro-2-fluoro-3-(1-methyl-6-(4-(methylsulfonyl)-4,7-diazaspiro[2.5]octan-7-yl)-1H-pyrazolo[3,4-d]pyrimidin-3-yl)phenol ClC1=CC=C(C(=C1O)F)C1=NN(C2=NC(=NC=C21)N2CCN(C1(CC1)C2)S(=O)(=O)C)C